BrC1=NC=CC(=C1)NCC=1N=C2N(C=C(C=C2S(=O)(=O)C)C2CC2)C1 2-bromo-N-((6-cyclopropyl-8-(methylsulfonyl)imidazo[1,2-a]pyridin-2-yl)methyl)pyridin-4-amine